Ethyl (E)-3-(Thieno[3,2-b]Thiophen-3-Yl)Acrylate S1C2=C(C(=C1)/C=C/C(=O)OCC)SC=C2